NOCCC(CC[Si](OC)(OC)OC)NC([O-])=O 1-[2-(aminooxy)ethyl]-N-[3-(trimethoxysilyl)propyl]carbamate